(1-(oxetan-3-yl)-1H-pyrazol-4-yl)benzaldehyde O1CC(C1)N1N=CC(=C1)C1=C(C=O)C=CC=C1